C(CCCCCCCC)OC1=C(C=C(C=C1)C1=CC=C(C=C1)C(=O)OC)C(=O)OC Dimethyl 4-(nonyloxy)-[1,1'-biphenyl]-3,4'-dicarboxylate